NC=1C(=NC=C(C1)C1=CC(=CC=C1)CC)C(=O)N1CCC(CC1)OC1CCN(CC1)C(=O)C1=CC=C(C=N1)N1CCN(CC1)CC1=CN=C2C=C(C(NC2=C1)=O)CC 7-[[4-[6-[4-[[1-[3-amino-5-(3-ethylphenyl)pyridine-2-carbonyl]-4-piperidyl]oxy]piperidine-1-carbonyl]-3-pyridyl]piperazin-1-yl]methyl]-3-ethyl-1H-1,5-naphthyridin-2-one